O=C1N(C=CC(=C1)C#N)C=1C=NC=CC1 2-oxo-2H-[1,3'-bipyridine]-4-carbonitrile